BrC=1C(=C(OC2CCC(CC2)C/C(=C/C(=O)OCC)/C)C=CC1)C ethyl (E)-4-((1r,4r)-4-(3-bromo-2-methylphenoxy)cyclohexyl)-3-methylbut-2-enoate